1-(5-(difluoromethyl)-1,3,4-thiadiazol-2-yl)-4-fluoro-N-(1-methyl-cyclopropyl)-1H-indazole-6-sulfonamide FC(C1=NN=C(S1)N1N=CC2=C(C=C(C=C12)S(=O)(=O)NC1(CC1)C)F)F